3-[1-(2,6-dichloro-3-fluoro-phenyl)-ethoxy]-5-(3-ethoxy-phenyl)-pyridin-2-ylamine ClC1=C(C(=CC=C1F)Cl)C(C)OC=1C(=NC=C(C1)C1=CC(=CC=C1)OCC)N